racemic-p-methylsulfonylphenyl-phenylserine ethyl ester C(C)OC([C@@H](N(C1=CC=C(C=C1)S(=O)(=O)C)C1=CC=CC=C1)CO)=O |r|